O1[C@H](COC2=C1C=CC=C2)C2=CC=C(CN[C@H]1[C@@H](CCCC1)CO)C=C2 [(1R,2R)-2-({4-[(2S)-2,3-dihydro-1,4-benzodioxin-2-yl]benzyl}amino)cyclohexyl]methanol